O=CCCC 4-oxobutan